FC(C=1N=CC(=NC1)C[C@H]1CC2(CNC2)CC1)(F)F (6R)-6-[[5-(trifluoro-methyl)pyrazin-2-yl]methyl]-2-aza-spiro[3.4]octane